FC1=C(C=CC(=C1)F)C(CN1CCC(CC1)NC1=CC=C(C=C1)OCCN1CCCCC1)(CN1N=CN=C1)O 2-(2,4-difluorophenyl)-1-(4-((4-(2-(piperidin-1-yl)ethoxy)phenyl)amino)piperidin-1-yl)-3-(1H-1,2,4-triazol-1-yl)propan-2-ol